tert-butyl 4-(6-(spiro[3.3]heptan-2-ylcarbamoyl)pyridin-3-yl)piperazine-1-carboxylate C1C(CC12CCC2)NC(=O)C2=CC=C(C=N2)N2CCN(CC2)C(=O)OC(C)(C)C